ClC=1C=C(C=CC1F)NC(=O)NC1=CC(=C(C=C1)F)C(=O)C=1C=C2N=C(C=NC2=CC1)N1CCCC1 1-(3-chloro-4-fluorophenyl)-3-(4-fluoro-3-(3-(pyrrolidin-1-yl)quinoxaline-6-carbonyl)phenyl)urea